4-(4-amino-3-fluorophenoxy)-5-chloro-N,N-di-tert-butoxycarbonylpyrimidin-2-amine NC1=C(C=C(OC2=NC(=NC=C2Cl)N(C(=O)OC(C)(C)C)C(=O)OC(C)(C)C)C=C1)F